dinonylnaphthalenesulfonic acid CCCCCCCCCC1=CC2=CC=CC=C2C(=C1CCCCCCCCC)S(=O)(=O)O